C(C)OC(C(N1CCOCC1)C1=CC(=C(C=C1)N)F)=O 2-(4-amino-3-fluorophenyl)-2-morpholinoacetic acid ethyl ester